6-[5-(difluoromethyl)-1,3,4-oxadiazol-2-yl]-2-(4-fluoroanilino)-2,3-dihydro-1H-isoindol-1-one FC(C1=NN=C(O1)C1=CC=C2CN(C(C2=C1)=O)NC1=CC=C(C=C1)F)F